CC1(CCC2=C(C=CO2)C1NC1=C(C(C1=O)=O)NC1=C(C(=NC=C1)C(=O)N(C)C)O)C 4-((2-((5,5-dimethyl-4,5,6,7-tetrahydrobenzofuran-4-yl)amino)-3,4-dioxocyclobut-1-en-1-yl)amino)-3-hydroxy-N,N-dimethylpicolinamide